tert-butyl {(2S)-1-oxo-3-[(3S)-2-oxopyrrolidin-3-yl]-1-[7-(trifluoromethyl)-1,3-benzothiazol-2-yl]propan-2-yl}carbamate O=C([C@H](C[C@H]1C(NCC1)=O)NC(OC(C)(C)C)=O)C=1SC2=C(N1)C=CC=C2C(F)(F)F